O[C@@H]1C[C@@H](CCC1)NC1=NC(=NC=C1C(=O)N)NC1CCC(CC1)OCC(F)(F)F 4-((1R,3S)-3-hydroxycyclohexylamino)-2-((1r,4R)-4-(2,2,2-trifluoroethoxy)cyclohexylamino)pyrimidine-5-carboxamid